5-[4-amino-5-(trifluoromethyl)pyrrolo[2,1-f][1,2,4]triazin-7-yl]-N-[(3R,4S)-1-(3,3-difluorocyclobutanecarbonyl)-4-fluoropyrrolidin-3-yl]-2-fluorobenzamide NC1=NC=NN2C1=C(C=C2C=2C=CC(=C(C(=O)N[C@@H]1CN(C[C@@H]1F)C(=O)C1CC(C1)(F)F)C2)F)C(F)(F)F